N-Formyl-morpholine C(=O)N1CCOCC1